ClC1=CC=CC=2C=3N(C=NC12)N=C(N3)C3=CC(=CC=C3)F 7-chloro-2-(3-fluorophenyl)[1,2,4]triazolo[1,5-c]quinazolin